C(C)C1(NC(N(C(C1)=O)[C@H]1C[C@@H](OC2=CC=C(C=C12)C(N[C@H]1CC(OC2=CC=CC=C12)(C)C)=O)COCCOCCOCCNC(OC(C)(C)C)=O)=N)CC tert-butyl N-[2-[2-[2-[[(2R,4S)-4-(4,4-diethyl-2-imino-6-oxo-hexahydropyrimidin-1-yl)-6-[[(4S)-2,2-dimethylchroman-4-yl]carbamoyl]chroman-2-yl]methoxy]ethoxy]ethoxy] ethyl]carbamate